ClC=1C=CC(=C(C1)C1=CC(=C(N1C)C)C(=O)N(C=1C=C2C=NNC2=CC1)CC1=C(C=CC=C1)C#N)C(=O)N1CC2=CC=CC=C2C[C@H]1CN1CCOCC1 5-[5-chloro-2-[(3S)-3-(morpholinomethyl)-3,4-dihydro-1H-isoquinoline-2-carbonyl]phenyl]-N-[(2-cyanophenyl)methyl]-N-(1H-indazol-5-yl)-1,2-dimethyl-pyrrole-3-carboxamide